1-bromo-3-methyl-benzene BrC1=CC(=CC=C1)C